NC(C)NC(=O)N1C(CCC1)=O N-(1-aminoethyl)-2-oxopyrrolidine-1-carboxamide